Thiazol-5-carboxaldehyd S1C=NC=C1C=O